O1CCC12CCC(CC2)NC=2N=CC1=C(N2)NC=C1C1=CC=2N(C=C1)N=CC2C(=O)NC 5-(2-(((4s,7s)-1-oxaspiro[3.5]nonan-7-yl)amino)-7H-pyrrolo[2,3-d]pyrimidin-5-yl)-N-methylpyrazolo[1,5-a]pyridine-3-carboxamide